amino-2,4-diaminophenol NC=1C(=C(C=CC1N)O)N